FC1=C(C=CC(=C1NC(COC(C(F)(F)F)(F)F)=O)F)NC(C1=CC=CC=C1)=O N-(2,4-difluoro-3-(2-(perfluoroethoxy)acetamido)phenyl)benzamide